C1(CCC1)C=1C(=NN(C1NC(=O)C1(CC1)C(F)(F)F)C)C1=CN=C(S1)C(=O)O 5-(4-cyclobutyl-1-methyl-5-(1-(trifluoromethyl)cyclopropane-1-carboxamido)-1H-pyrazol-3-yl)thiazole-2-carboxylic acid